COC1=CC=C(C(N)=NO)C=C1 4-methoxybenzamidoxime